2-({4-[4-(2-Hydroxyethyl)piperazin-1-yl]phenyl}amino)-8-phenyl-5-[2-(triisopropylsilyl)ethynyl]pyrido[2,3-d]pyrimidin-7-one OCCN1CCN(CC1)C1=CC=C(C=C1)NC=1N=CC2=C(N1)N(C(C=C2C#C[Si](C(C)C)(C(C)C)C(C)C)=O)C2=CC=CC=C2